C(#N)C1=C(N(N=C1OC)C1=NC=CC=N1)C(C)NC(C1=CC(=CC(=C1)C(F)(F)F)C(F)(F)F)=O N-[1-(4-cyano-5-methoxy-2-pyrimidin-2-yl-pyrazol-3-yl)ethyl]-3,5-bis(trifluoromethyl)benzamide